C(CCC)OC(CCCCCCCCCCCCCCCCC(=O)[O-])(OCCCC)OCCCC.[Zr+4].C(CCC)OC(CCCCCCCCCCCCCCCCC(=O)[O-])(OCCCC)OCCCC.C(CCC)OC(CCCCCCCCCCCCCCCCC(=O)[O-])(OCCCC)OCCCC.C(CCC)OC(CCCCCCCCCCCCCCCCC(=O)[O-])(OCCCC)OCCCC zirconium tributoxystearate